ClC1(C(C1)(C)C1=CC=C(C#N)C=C1)Cl 4-(2,2-dichloro-1-methylcyclopropyl)benzonitrile